terpyridyl ruthenium salt [Ru].N1=C(C=CC=C1)C1=NC=CC=C1C1=NC=CC=C1